ethyl 2-((6-((2-((3S,5R)-3-amino-4,4-difluoro-5-methylpiperidin-1-yl)-5-chloropyrimidin-4-yl)amino)-3-methyl-2-oxo-2,3-dihydro-1H-benzo[d]imidazol-4-yl)oxy)acetate N[C@H]1CN(C[C@H](C1(F)F)C)C1=NC=C(C(=N1)NC=1C=C(C2=C(NC(N2C)=O)C1)OCC(=O)OCC)Cl